3,4'-difluorodiphenyl sulfone C1=CC(=C(C=C1S(=O)(=O)C2=CC(=C(C=C2)F)[N+](=O)[O-])[N+](=O)[O-])F